4-cyclopropyl-7-methoxy-1-methylpyrrolo[2,3-c]pyridine-2-carbaldehyde C1(CC1)C1=C2C(=C(N=C1)OC)N(C(=C2)C=O)C